B(OC1=C(C(=C(C(=C1F)F)F)F)F)(OC1=C(C(=C(C(=C1F)F)F)F)F)OC1=C(C(=C(C(=C1F)F)F)F)F tri(pentafluorophenyl) borate